5-chloro-N-((1R,4R)-4-cyclopropoxy-cyclohexyl)-8-iodopyrido[4,3-d]pyrimidin-2-amine ClC1=NC=C(C=2N=C(N=CC21)NC2CCC(CC2)OC2CC2)I